N-butyl-9-chloro-N-hexylnonane-1-sulfonamide C(CCC)N(S(=O)(=O)CCCCCCCCCCl)CCCCCC